[Zn].SCC=1NC2=C(N1)C=CC=C2 2-mercaptomethyl-benzimidazole zinc